CN(C)CC=1C=C(C=C(C1)OCCCCCCCCC\C=C/C\C=C/CCCCCCCC(=O)[O-])OCCCCCCCCC\C=C/C\C=C/CCCCCCCC(=O)[O-] (9Z,9'Z,12Z,12'Z)-((5-((dimethylamino)methyl)-1,3-phenylene)bis(oxy))bis(butane-4,1-diyl)bis(octadeca-9,12-dienoate)